2-(4-(2-((1-(Methylsulfonyl)piperidin-4-yl)amino)-5-(trifluoromethyl)pyrimidin-4-yl)-1H-imidazol-1-yl)-5-(2-(piperidin-1-yl)ethyl)benzonitrile CS(=O)(=O)N1CCC(CC1)NC1=NC=C(C(=N1)C=1N=CN(C1)C1=C(C#N)C=C(C=C1)CCN1CCCCC1)C(F)(F)F